OCCOC(C(=C)C)=O.C(C(=C)C)(=O)O methacrylic acid 2-hydroxyethyl-methacrylate